((R)-1-((R)-3-methoxy-2-((R)-tetrahydro-2H-pyran-2-carboxamido)propanamido)-4-phenylbutyl)boronic acid COC[C@H](C(=O)N[C@@H](CCCC1=CC=CC=C1)B(O)O)NC(=O)[C@@H]1OCCCC1